FC1=C(CNC(=O)C2CCNCC2)C(=CC=C1F)F N-(2,3,6-trifluorobenzyl)piperidine-4-carboxamide